Hexane-2-carboxylic acid tert-butyl ester C(C)(C)(C)OC(=O)C(C)CCCC